3,5-Bis(2-chlorobenzyl)-1-methylpiperidin-4-one ClC1=C(CC2CN(CC(C2=O)CC2=C(C=CC=C2)Cl)C)C=CC=C1